1-benzyl-6-buten-1-yl-3-fluoropyridin C(C1=CC=CC=C1)N1CC(=CC=C1C=CCC)F